4-((5-(acryloyloxy)pentyl)oxy)benzoic acid C(C=C)(=O)OCCCCCOC1=CC=C(C(=O)O)C=C1